4-((4-aminophenyl)thio)-3-methoxybenzenamine NC1=CC=C(C=C1)SC1=C(C=C(C=C1)N)OC